2-methyl-5-(3-cyanophenyl)-N-(3-(2-(hydroxyimino)propyl)-1,2,4-thiadiazol-5-yl)furan-3-carboxamide CC=1OC(=CC1C(=O)NC1=NC(=NS1)CC(C)=NO)C1=CC(=CC=C1)C#N